OC1=C(C2=CC=CC=C2C=C1)CO 2-hydroxy-1-hydroxylmethyl-naphthalene